(3-chloro-5-(tetrahydrofuran-2-yl) phenyl) methylsulfonate CS(=O)(=O)OC1=CC(=CC(=C1)C1OCCC1)Cl